COC=1N=C2C(=CC=NC2=CC1OC)OC1=C(C=C(C=C1)NC(=O)C=1C(=NC(=C(C1O)C=1OC(=CC1)C(C)C)C)C)F N-[4-[(6,7-dimethoxy-1,5-naphthyridin-4-yl)oxy]-3-fluorophenyl]-4-hydroxy-2,6-dimethyl-5-(5-propan-2-ylfuran-2-yl)pyridine-3-carboxamide